1-(7-(4-chloro-2-(trimethylsilyl)-1H-pyrrolo[2,3-b]pyridin-3-yl)-3,4-dihydroquinolin-1(2H)-yl)prop-2-en-1-one ClC1=C2C(=NC=C1)NC(=C2C2=CC=C1CCCN(C1=C2)C(C=C)=O)[Si](C)(C)C